C(C)C=1C=CC(=C(C1)S(=O)(=O)NC1=NOC2=C1C(=CC(=C2)CN2N=CC(=C2)CNC)OC)OC 5-ethyl-2-methoxy-N-(4-methoxy-6-((4-((methylamino)methyl)-1H-pyrazol-1-yl)methyl)benzo[d]isoxazol-3-yl)benzenesulfonamide